tert-Butyl ((R)-1-(6-(3-bromo-2-chlorophenyl)-2-methoxypyridin-3-yl)ethyl)(((S)-5-oxopyrrolidin-2-yl)methyl)carbamate BrC=1C(=C(C=CC1)C1=CC=C(C(=N1)OC)[C@@H](C)N(C(OC(C)(C)C)=O)C[C@H]1NC(CC1)=O)Cl